(R)-1-(3-((2,2'-dimethyl-3'-(((1-methyl-1,2,3,4-tetrahydropyrido[2,3-d]pyrimidin-7-yl)oxy)methyl)-[1,1'-biphenyl]-3-yl)oxy)propyl)pyrrolidin-3-ol CC1=C(C=CC=C1OCCCN1C[C@@H](CC1)O)C1=C(C(=CC=C1)COC=1C=CC2=C(N(CNC2)C)N1)C